3-(4-bromophenyl)quinolin BrC1=CC=C(C=C1)C=1C=NC2=CC=CC=C2C1